(1R,3S)-3-(5-((2-((R)-1-((S)-3-aminobutoxy)ethyl)pyridin-4-yl)amino)-1-(tert-butyl)-1H-pyrazol-3-yl)cyclopentyl (4-nitrophenyl) carbonate C(O[C@H]1C[C@H](CC1)C1=NN(C(=C1)NC1=CC(=NC=C1)[C@@H](C)OCC[C@H](C)N)C(C)(C)C)(OC1=CC=C(C=C1)[N+](=O)[O-])=O